BrC=1C=C2CCC(C2=CC1)Cl 5-bromo-1-chloro-2,3-dihydro-1H-indene